COC(CCCCCCCC1C(C1)C(CCCCCCCCCCCCCCCCCCC)OC(CCCN(C)C)=O)=O methyl-8-[2-(l-1-{[4-(dimethylamino)butanoyl]oxy}icosyl)cyclopropyl]octanoate